OCC(COC1=C(C=C2C(=N1)N(C=C2)COCC[Si](C)(C)C)NS(=O)(=O)C2=CC=C(C=C2)C)OC N-[6-(3-hydroxy-2-methoxypropoxy)-1-[[2-(trimethylsilyl)ethoxy]methyl]-1H-pyrrolo[2,3-b]pyridin-5-yl]-4-methylbenzene-1-sulfonamide